1,1-bis(3-methyl-4-hydroxyphenyl)heneicosane CC=1C=C(C=CC1O)C(CCCCCCCCCCCCCCCCCCCC)C1=CC(=C(C=C1)O)C